C1(=CC=CC=C1)C=C/C=C/CCCCl (4E)-7-phenyl-4,6-heptadienyl chloride